C(C)C=1C=C(C)C=CC1 M-ETHYLTOLUENE